NC1=NC=C(C=C1O[C@H](C)C=1C=C(C=CC1)NC(C1=CC=C(C=C1)SC)=O)C=1C=NNC1 (R)-N-(3-(1-((2-amino-5-(1H-pyrazol-4-yl)pyridin-3-yl)oxy)ethyl)phenyl)-4-(methylthio)benzamide